ClC=1C=C(O[C@H](C(=O)O)C)C=CC1Cl (2S)-2-(3,4-dichlorophenoxy)propanoic acid